COCC1=CC=CC(=N1)CN1N=CC(=C1)C1=CC(=NC(=N1)N)C1=CC=CC=C1 6-(1-{[6-(methoxymethyl)-2-pyridinyl]methyl}-1H-pyrazol-4-yl)-4-phenyl-2-pyrimidinylamine